C[Si](CC[Si](O[Si](C)(C)CC[Si](OC)(OC)C)(C)C)(OC)OC 1,3-bis{2-(methyldimethoxysilyl)ethyl}-1,1,3,3-tetramethyldisiloxane